ClC=1C(=CC2=C([C@@H]([C@](O2)(C2=CC=CC=C2)CNC(OC(C)(C)C)=O)C)C1C1=C(C(=CC=C1C#N)OC[C@H](C)OC1OCCCC1)F)F tert-butyl (((2S,3S,4R)-5-chloro-4-(6-cyano-2-fluoro-3-((2S)-2-((tetrahydro-2H-pyran-2-yl)oxy)propoxy)phenyl)-6-fluoro-3-methyl-2-phenyl-2,3-dihydrobenzofuran-2-yl)methyl)carbamate